2-(6-methyl-pyrimidin-4-yl)-N-(tetrahydro-2H-pyran-4-yl)-1-((2-(trimethylsilyl)ethoxy)methyl)-1H-pyrrolo[3,2-c]pyridin-6-amine CC1=CC(=NC=N1)C1=CC=2C=NC(=CC2N1COCC[Si](C)(C)C)NC1CCOCC1